COC=1N=C2C(=C(C=NC2=CC1)N)C1COCC1 6-methoxy-4-tetrahydrofuran-3-yl-1,5-naphthyridin-3-amine